4-cyano-2-(3-iodophenyl)butanoic acid C(#N)CCC(C(=O)O)C1=CC(=CC=C1)I